trifluoromethyl propyl phosphate P(=O)(OC(F)(F)F)(OCCC)[O-]